[6-(Benzylmethoxy)-7-bromo-8-fluoro-1,2,3,4-tetrahydronaphthalen-2-yl]acetic acid C(C1=CC=CC=C1)COC=1C=C2CCC(CC2=C(C1Br)F)CC(=O)O